C12(CC3CC(CC(C1)C3)C2)C=2C=C(C(=O)NCC3=C(C=C(C=C3)O)O)C=CC2OC 3-adamantan-1-yl-N-(2,4-dihydroxybenzyl)-4-methoxy-benzoic acid amide